ClC1=C(C(=CC=C1)Cl)CNC(=O)C1CN(C(C1)=O)C1=CC=C(C=C1)F N-[(2,6-dichlorophenyl)methyl]-1-(4-fluorophenyl)-5-oxopyrrolidine-3-carboxamid